tert-butyl (1-(1-(4-(4,4,5,5-tetramethyl-1,3,2-dioxaborolan-2-yl)benzyl)cyclopropyl)piperidin-4-yl)carbamate CC1(OB(OC1(C)C)C1=CC=C(CC2(CC2)N2CCC(CC2)NC(OC(C)(C)C)=O)C=C1)C